OCCCC(=O)[O-].[Na+] Sodium γ-hydroxybutyrate